(7R,8R,9S,13S,14S,17S)-13-methyl-7-(9-((4,4,5,5,5-pentafluoropentyl)sulfinyl)nonyl)-7,8,9,11,12,13,14,15,16,17-decahydro-6H-cyclopenta[a]phenanthrene-3,17-diol C[C@@]12[C@H](CC[C@H]1[C@@H]1[C@@H](CC=3C=C(C=CC3[C@H]1CC2)O)CCCCCCCCCS(=O)CCCC(C(F)(F)F)(F)F)O